(S)-6-(2-amino-5-(4-(3-(methylsulfonyl)pyrrolidin-1-yl)phenyl)pyridin-3-yl)-3,4-dihydroisoquinolin-1(2H)-one NC1=NC=C(C=C1C=1C=C2CCNC(C2=CC1)=O)C1=CC=C(C=C1)N1C[C@H](CC1)S(=O)(=O)C